5-[3-(6-methoxynaphthalen-2-yl)pyrazol-1-yl]-1-oxo-3H-isoindol-2-ylpiperidine-2,6-dione COC=1C=C2C=CC(=CC2=CC1)C1=NN(C=C1)C=1C=C2CN(C(C2=CC1)=O)N1C(CCCC1=O)=O